C(C)(C)(C)C1=C(C=CC(=C1)C(C)(C)C)C1=C(C(=C(C=C1)P([O-])[O-])C1=CC=CC=C1)C1=C(C=C(C=C1)C(C)(C)C)C(C)(C)C bis(2,4-di-t-butylphenyl)-phenyl-phenylphosphonite